2-(5-(8-methoxy-[1,2,4]triazolo[1,5-a]pyridin-6-yl)-4-(2,2,2-trifluoroethyl)-1H-pyrazol-3-yl)-5-(piperidin-4-yl)thiazole COC=1C=2N(C=C(C1)C1=C(C(=NN1)C=1SC(=CN1)C1CCNCC1)CC(F)(F)F)N=CN2